[N].[Cl-].CC[N+](C)(C)CCOC(C=C)=O methyl-acryloyloxyethyl-trimethyl-ammonium chloride nitrogen